(S)-1-[2-(6-Bromobenzo[d]isoxazol-3-yl)phenyl]-2-(pyridine-2-yl)ethan-1-amine hydrochloride Cl.BrC1=CC2=C(C(=NO2)C2=C(C=CC=C2)[C@H](CC2=NC=CC=C2)N)C=C1